7-bromo-8-chloro-2-(4-methoxybenzyl)-3,4-dihydropyrrolo[1,2-a]pyrazin-1(2H)-one BrC=1C(=C2N(CCN(C2=O)CC2=CC=C(C=C2)OC)C1)Cl